ortho-nitrosobenzaldehyde N(=O)C1=C(C=O)C=CC=C1